dimethylsilyl-(tetramethylcyclopentadienyl)(1-adamantylamino)titanium dichloride [Cl-].[Cl-].C[SiH](C)[Ti+2](NC12CC3CC(CC(C1)C3)C2)C2(C(=C(C(=C2)C)C)C)C